2-(tert-butyl)diphenylethanol C(C)(C)(C)CC(O)(C1=CC=CC=C1)C1=CC=CC=C1